3,5-difluoro-2-iodo-N-(4-(1-isopropyl-4-(trifluoromethyl)-1H-imidazol-2-yl)benzyl)-N-methylpyridin-4-amine FC=1C(=NC=C(C1N(C)CC1=CC=C(C=C1)C=1N(C=C(N1)C(F)(F)F)C(C)C)F)I